C(C=C)(=O)NC([C@@H](N)CCC(N)=O)=O N-acryloylglutamineamide